2-((1-(3-fluorobenzofuran-6-yl)propan-2-yl)amino)ethan-1-ol FC1=COC2=C1C=CC(=C2)CC(C)NCCO